N-(1-((2R,4R,5R)-3,3-difluoro-4-hydroxy-5-(hydroxymethyl)tetrahydrofuran-2-yl)-2-oxo-1,2-dihydropyrimidin-4-yl)-3-methylpyridinecarboxamide FC1([C@@H](O[C@@H]([C@H]1O)CO)N1C(N=C(C=C1)NC(=O)C1=NC=CC=C1C)=O)F